2-(4-((S)-3-((R)-((4-cyanophenethyl)amino)(phenyl)methyl)-2,3-dihydro-1H-pyrido[2,3-b][1,4]oxazin-7-yl)-1H-pyrazol-1-yl)acetamide diformate C(=O)O.C(=O)O.C(#N)C1=CC=C(CCN[C@@H]([C@@H]2CNC3=C(O2)N=CC(=C3)C=3C=NN(C3)CC(=O)N)C3=CC=CC=C3)C=C1